di(4-pyridyl)terephthalamide N1=CC=C(C=C1)C=1C(=C(C(=O)N)C=CC1C(=O)N)C1=CC=NC=C1